COC(=O)C1=CC2=C(N=C(N=C2)C)OC1=O 2-methyl-7-oxo-7H-pyrano[2,3-d]pyrimidine-6-carboxylic acid methyl ester